Cl.ClC1=CC(=C(COC=2C(=NC=CN2)C2CCN(CC2)CC2=NC3=C(N2CCOC)C=C(C=C3)C(=O)O)C=C1)F 2-[(4-{3-[(4-chloro-2-fluorobenzyl)oxy]pyrazin-2-yl}piperidin-1-yl)methyl]-1-(2-methoxyethyl)-1H-benzimidazole-6-carboxylic acid, hydrochloride salt